1,7-naphthyridin-7-ium N1=CC=CC2=CC=[NH+]C=C12